C1(CC1)N1N=CC(=C1)C=1C=C(CN2CCC3(CC2)COC2=C4CN(C(C4=CC=C23)=O)C2C(NC(CC2)=O)=O)C=CC1 3-(1'-(3-(1-cyclopropyl-1H-pyrazol-4-yl)benzyl)-6-oxo-6,8-dihydro-2H,7H-spiro[furo[2,3-e]isoindole-3,4'-piperidin]-7-yl)piperidine-2,6-dione